C(C)C=1C=NN(C1N1CCNCC1)COCC[Si](C)(C)C 2-[(4-Ethyl-5-piperazin-1-yl-pyrazol-1-yl)methoxy]ethyl-trimethyl-silane